C(#N)CCOC(C(C(C)=O)=CC1=C(C=C(C=C1)C#N)OC)=O 2-cyanoethyl-2-[(4-cyano-2-methoxyphenyl)methylene]-3-oxobutanoate